C(#N)C1=C(C(=CC=C1)F)S(=O)(=O)NC=1C(=NC=C(C1)C=1C=C2C(=NC=NC2=CC1)N1CCN(CC1)C(\C=C\C(C)=O)=O)OC (E)-2-cyano-6-fluoro-N-(2-methoxy-5-(4-(4-(4-oxopent-2-enoyl)piperazin-1-yl)quinazolin-6-yl)pyridin-3-yl)benzenesulfonamide